4-[1-methyl-5-(2-phenoxyphenyl)benzimidazol-2-yl]Butyric acid CN1C(=NC2=C1C=CC(=C2)C2=C(C=CC=C2)OC2=CC=CC=C2)CCCC(=O)O